Pyrrole-3-carboxylic acid (2-dimethylamino-ethyl) amide CN(CCNC(=O)C1=CNC=C1)C